OCCONC(=O)C1=CC2=C(N=C(N2C)NC2=C(C=C(C=C2)Br)F)C(=C1)F (4-bromo-2-fluorophenylamino)-7-fluoro-3-methyl-3H-benzimidazole-5-carboxylic acid (2-hydroxyethoxy)-amide